2,2-dimethyl-1,3-dioxolane-4-carboxamide CC1(OCC(O1)C(=O)N)C